FC(C)(C)C1=NC(=CC(=N1)N1N=C(C=2C=NC(=CC21)NC(C)=O)N2C[C@@](CC2)(N2CCCC2)C)C (R)-N-(1-(2-(2-fluoroprop-2-yl)-6-methylpyrimidin-4-yl)-3-(3'-methyl-[1,3'-bipyrrolidine]-1'-yl)-1H-pyrazolo[4,3-c]pyridin-6-yl)acetamide